ClC1=C(C=CC(=C1)Cl)C(CCCC)=O 1-(2,4-dichlorophenyl)-1-pentanone